Ethyl-4-hydroxy-1,3,6,6-tetramethyl-2-oxo-7,8-dihydro-5H-quinoline-3-carboxylate C(C)OC(=O)C1(C(N(C=2CCC(CC2C1O)(C)C)C)=O)C